Cl.N[C@@H]1C[C@H](CCC1)NC=1N=CC2=C(N1)N(C(C(=C2)C2=CC(=C(C=C2)NS(=O)(=O)CCC(F)(F)F)F)=O)C(C)C N-(4-(2-(((1S,3S)-3-aminocyclohexyl)-amino)-8-isopropyl-7-oxo-7,8-dihydropyrido-[2,3-d]pyrimidin-6-yl)-2-fluorophenyl)-3,3,3-trifluoropropane-1-sulfonamide hydrochloride